1-(4-(7-(6-amino-3-(trifluoromethyl)pyridin-2-yl)-6-chloro-2-((4-methoxy-1-(2-methoxyethyl)pyrrolidin-2-yl)methoxy)quinazolin-4-yl)piperazin-1-yl)prop-2-en-1-one NC1=CC=C(C(=N1)C1=C(C=C2C(=NC(=NC2=C1)OCC1N(CC(C1)OC)CCOC)N1CCN(CC1)C(C=C)=O)Cl)C(F)(F)F